ClC1=C(C=CC(=C1)C(F)(F)F)NC(CN1C(=C(C(C=2C1=NC1=C(N2)N=C(S1)C)=O)N1CCN(CC1)C(=O)C1=NC=NC(=C1O)C)CC)=O N-(2-chloro-4-(trifluoromethyl)phenyl)-2-(6-ethyl-7-(4-(5-hydroxy-6-methylpyrimidine-4-carbonyl)piperazin-1-yl)-2-methyl-8-oxopyrido[2,3-b]thiazolo[4,5-e]pyrazin-5(8H)-yl)acetamide